Inosine-5'-Triphosphate P(O)(=O)(OP(=O)(O)OP(=O)(O)O)OC[C@@H]1[C@H]([C@H]([C@@H](O1)N1C=NC=2C(O)=NC=NC12)O)O